2-(6-(2-amino-1-hydroxy-1-(1-methylcyclopropyl)ethyl)-3-fluoro-2-(4-fluorophenyl)pyridin-4-yl)propan-2-ol NCC(C1(CC1)C)(O)C1=CC(=C(C(=N1)C1=CC=C(C=C1)F)F)C(C)(C)O